(2S)-3-{(1R,2S,5R)-[5-methyl-2-(1-methylethyl)cyclohexyl]oxy}-1,2-propanediol C[C@@H]1CC[C@H]([C@@H](C1)OC[C@H](CO)O)C(C)C